COC=1C=2N(C=C(N1)C=1C=CC(=C(C1)O)C1=CN=C(N=N1)N1C[C@@H](NCC1)C(C)C)N=C(N2)C 5-(8-methoxy-2-methyl[1,2,4]triazolo[1,5-a]pyrazin-6-yl)-2-{3-[(3S)-3-(propan-2-yl)piperazin-1-yl]-1,2,4-triazin-6-yl}phenol